NB(O)O amino-boronic acid